COC=1C=C(C=CC1)C=1CN(CCC1)C(=O)OC(C)(C)C tert-butyl 3-(3-methoxyphenyl)-5,6-dihydropyridine-1(2H)-carboxylate